dibenzyl [1,1-dimethyl-2-[4-(4-oxo-7-phenyl-3H-pyrrolo[2,3-d]pyrimidin-5-yl)phenoxy]ethyl] phosphate P(=O)(OCC1=CC=CC=C1)(OCC1=CC=CC=C1)OC(COC1=CC=C(C=C1)C1=CN(C=2N=CNC(C21)=O)C2=CC=CC=C2)(C)C